NC(C[C@@H](C(=O)NCN1C(N(CCC1=O)C1=C(C=CC(=C1)I)OC)=O)NC(OCC1C2=CC=CC=C2C=2C=CC=CC12)=O)=O (9H-Fluoren-9-yl)methyl (S)-(4-amino-1-(((3-(5-iodo-2-methoxyphenyl)-2,6-dioxotetrahydropyrimidine-1(2H)-yl)methyl)amino)-1,4-dioxobutan-2-yl)carbamate